ClC=1C(=CC2=C(N(C(N=C2N2[C@H](CN(CC2)C(=O)OC(C)(C)C)C)=O)C=2C(=NC=CC2C)C(C)C)N1)F tert-butyl (M)-(S)-4-(7-chloro-6-fluoro-1-(2-isopropyl-4-methylpyridin-3-yl)-2-oxo-1,2-dihydropyrido[2,3-d]pyrimidin-4-yl)-3-methylpiperazine-1-carboxylate